N1CCC2C(N=CC=C21)=O tetrahydro-4H-pyrrolo[3,2-c]pyridin-4-one